CN=C(N)NCCC[C@@H](C(=O)O)N L-Nγ-monomethylarginine